C1(CCCC1)NC1=CC=C(C=C1)C1C(CC2C(N1)COC2)C(=O)OC cis-methyl 2-[4-(cyclopentylamino) phenyl]-1,2,3,4,4a,5,7,7a-octahydrofuro[3,4-b]pyridine-3-carboxylate